3-(4-nitrophenyl)-3,9-diazaspiro[5.5]undecane [N+](=O)([O-])C1=CC=C(C=C1)N1CCC2(CC1)CCNCC2